7-Chloro-4-(1-(5-methoxypyrimidin-2-yl)piperidin-4-yl)-1-methyl-1,4-dihydropyrido[2,3-b]pyrazine-2,3-dione ClC1=CC2=C(N(C(C(N2C)=O)=O)C2CCN(CC2)C2=NC=C(C=N2)OC)N=C1